2,2,3,3,4,4,5,5,6,6,7,7-Dodecafluoroheptyl methacrylate (2,2,3,3,4,4,5,5,6,6,7,7-Dodecafluoroheptyl Methacrylate) FC(CC=C(C(=O)O)C)(C(C(C(C(C(F)F)(F)F)(F)F)(F)F)(F)F)F.C(C(=C)C)(=O)OCC(C(C(C(C(C(F)F)(F)F)(F)F)(F)F)(F)F)(F)F